C(#N)C=1C=NN2C1C(=CC(=C2)OCCNC(OC(C)(C)C)=O)C=2C=NC(=CC2)N2CCC(CC2)(NC(C2=NC=CC=C2)=O)C tert-butyl (2-((3-cyano-4-(6-(4-methyl-4-(picolinamido)piperidin-1-yl)pyridin-3-yl)pyrazolo[1,5-a]pyridin-6-yl)oxy)ethyl)carbamate